5-(2,2',4',5'-Tetrafluorobiphenyl-4-yl)-3,6-dihydro-2H-1,3,4-oxadiazin-2-one FC1=C(C=CC(=C1)C1=NNC(OC1)=O)C1=C(C=C(C(=C1)F)F)F